2-((2-oxo-2-(3-(trifluoromethyl)-5,6-dihydro-[1,2,4]triazolo[4,3-a]pyrazin-7(8H)-yl)ethyl)amino)-4,6-bis(trifluoromethyl)nicotinonitrile O=C(CNC1=C(C#N)C(=CC(=N1)C(F)(F)F)C(F)(F)F)N1CC=2N(CC1)C(=NN2)C(F)(F)F